C1(CCC1)NC(=O)C1=CN=C2N1N=C(C=C2NC)N2CCC1=C(C=CC=C21)C2=C(C=C(C=N2)CN2CC1(C2)C(CN(CC1)C(=O)OC(C)(C)C)(F)F)F Tert-butyl 2-((6-(1-(3-(cyclobutylcarbamoyl)-8-(methylamino)imidazo[1,2-b]pyridazin-6-yl)indolin-4-yl)-5-fluoropyridin-3-yl)methyl)-5,5-difluoro-2,7-diazaspiro[3.5]nonane-7-carboxylate